BrC=1C=CC(=NC1)C1=NOC(=N1)C 3-(5-bromo-2-pyridinyl)-5-methyl-1,2,4-oxadiazole